O(C)C1=C(C=CC=C1)O methoxyl-phenol